OC(=O)C(F)(F)F.FC1=CC(=CC2=C(N(N=C12)C)C(C)C)C1=NC(=NC=C1)N[C@@H]1C[C@H](CC1)N (1S,3S)-N-(4-(7-fluoro-3-isopropyl-2-methyl-2H-indazol-5-yl)pyrimidin-2-yl)cyclopentane-1,3-diamine TFA salt